BrC=1C(=NN2C1COC(C2C)(C)C)C2=CC=C(C=C2)F 3-bromo-2-(4-fluorophenyl)-6,6,7-trimethyl-6,7-dihydro-4H-pyrazolo[5,1-c][1,4]oxazine